tert-butyl N-[3-(7-bromo-2-methoxy-benzimidazol-1-yl)propyl]-N-methyl-carbamate BrC1=CC=CC2=C1N(C(=N2)OC)CCCN(C(OC(C)(C)C)=O)C